iodoneopentanal ICC(C=O)(C)C